N'-(4-{[3-(difluoromethoxy)phenyl]sulfanyl}-2,5-dimethylphenyl)-N-ethyl-N-methylimido-formamide FC(OC=1C=C(C=CC1)SC1=CC(=C(C=C1C)N=CN(C)CC)C)F